5-((1H-pyrazol-1-yl)methyl)-3,4-dihydro-2H-chromeno[8,7-d]isoxazol-9-amine N1(N=CC=C1)CC1=C2CCCOC2=C2C(=NOC2=C1)N